FC(C(=O)F)(N1C(C(OC(C1(F)F)(F)F)(F)F)(F)F)F 2,2-difluoro-2-(2,2,3,3,5,5,6,6-octafluoromorpholin-4-yl)acetyl fluoride